The molecule is an unsaturated fatty acyl-CoA that results from the formal condensation of the thiol group of coenzyme A with the carboxy group of trans-dec-3-enoic acid. It is a medium-chain fatty acyl-CoA, a trans-3-enoyl-CoA and a monounsaturated fatty acyl-CoA. It derives from a trans-dec-3-enoic acid. It is a conjugate acid of a trans-dec-3-enoyl-CoA(4-). CCCCCC/C=C/CC(=O)SCCNC(=O)CCNC(=O)[C@@H](C(C)(C)COP(=O)(O)OP(=O)(O)OC[C@@H]1[C@H]([C@H]([C@@H](O1)N2C=NC3=C(N=CN=C32)N)O)OP(=O)(O)O)O